2-(2-pyridyl)ethyl-trimethoxysilane N1=C(C=CC=C1)CC[Si](OC)(OC)OC